tert-butyl N-[(1S)-2-amino-1-methyl-2-oxo-ethyl]-N-methyl-carbamate NC([C@H](C)N(C(OC(C)(C)C)=O)C)=O